tert-butyl 5-ethyl-4-(trifluoromethylsulfonyloxy)-3,6-dihydro-2H-pyridine-1-carboxylate C(C)C1=C(CCN(C1)C(=O)OC(C)(C)C)OS(=O)(=O)C(F)(F)F